C1(CC1)C1=CC(=NO1)C1=C(C=CC=C1)OC(F)(F)F 5-cyclopropyl-3-(2-(trifluoromethoxy)phenyl)isoxazole